(4Z)-2-ethylsulfanyl-4-[(1-methylindazol-5-yl)methylene]-1H-imidazol-5-one C(C)SC=1NC(/C(/N1)=C/C=1C=C2C=NN(C2=CC1)C)=O